ClC=1C=CC(=C(C1)NC(CN([C@@H](CCOC)C(=O)OC)C(CCl)=O)=O)N1N=NN=C1 methyl N-(2-((5-chloro-2-(1H-tetrazol-1-yl)phenyl)amino)-2-oxoethyl)-N-(2-chloroacetyl)-O-methylhomoserinate